(R)-N-phenyl-N-((5,6,7,8-tetrahydroimidazo[1,2-a]pyridin-2-yl)methyl)azetidine-2-carboxamide TFA salt OC(=O)C(F)(F)F.C1(=CC=CC=C1)N(C(=O)[C@@H]1NCC1)CC=1N=C2N(CCCC2)C1